BrC=1C=C(C=CC1)C=1C2=CC=CC=C2C=2C=CC=CC2C1 9-(3-bromophenyl)-phenanthrene